sodium sulfate (sulfate) S(=O)(=O)([O-])O.S(=O)(=O)(O)O.[Na+]